tert-butyl 4-(5-((6-chloro-4-(methoxycarbonyl)pyridin-2-yl)oxy)pyrimidin-2-yl)-1,4-diazepane-1-carboxylate ClC1=CC(=CC(=N1)OC=1C=NC(=NC1)N1CCN(CCC1)C(=O)OC(C)(C)C)C(=O)OC